samarium-cerium [Ce].[Sm]